CC(C(=O)O)CCCCCCC 2-methylnonanoic acid